C(CCCCCC(C(=O)[O-])CC1=CC(=C(C(=C1)C(C)(C)C)O)C(C)(C)C)C(C(=O)[O-])CC1=CC(=C(C(=C1)C(C)(C)C)O)C(C)(C)C 1,6-hexanediylbis[3-[4-hydroxy-3,5-bis(2-methyl-2-propanyl)phenyl]propionate]